(E)-1-((5-chloro-3'-methoxy-[1,1'-biphenyl]-2-yl)sulfonyl)-4-fluoro-N-(3-(methylsulfonyl)allyl)piperidine-4-carboxamide ClC=1C=CC(=C(C1)C1=CC(=CC=C1)OC)S(=O)(=O)N1CCC(CC1)(C(=O)NC\C=C\S(=O)(=O)C)F